ClC1=C2C=C(NC2=C(C(=C1)[C@@H]1CN(CCC1)C(CCN1N=NC=C1)=O)F)C(=O)N1CCN(CC1)C1=NC=CC=C1OC (R)-1-(3-(4-chloro-7-fluoro-2-(4-(3-methoxypyridin-2-yl)piperazine-1-carbonyl)-1H-indol-6-yl)piperidin-1-yl)-3-(1H-1,2,3-triazol-1-yl)propan-1-one